C(C)(=O)C=1OC=CN1 acetyloxazole